C(C)C(C=1C=C(C=CC1O)N=NC1=C(C=CC2=C(C(=CC=C12)O)N=NC1=CC(=C(C=C1)O)C(N)(CC)CC)O)(N)CC 1,5-bis[[3-(diethyl-aminomethyl)-4-hydroxyphenyl]diazenyl]naphthalene-2,6-diol